benzyl 4-(3-bromopropyl)piperazine-1-carboxylate BrCCCN1CCN(CC1)C(=O)OCC1=CC=CC=C1